CN(/C=C/C(=O)C1=CC=C(C=C1)NC(=O)C=1C=CC(=C(C1)NC(=O)C1=CN=CN1C)C)C N-[5-({4-[(2E)-3-(dimethylamino)prop-2-enoyl]phenyl}carbamoyl)-2-methylphenyl]-1-methyl-1H-imidazole-5-carboxamide